BrC1=C(C=C2C(=NC(=NC2=C1F)Cl)N1CCN(CC1)C(=O)OC(C)(C)C)C(F)(F)F tert-butyl 4-(7-bromo-2-chloro-8-fluoro-6-(trifluoromethyl)quinazolin-4-yl)piperazine-1-carboxylate